Mannosylerythritol C([C@@H]1[C@H]([C@@H]([C@@H](C(O1)C([C@@H]([C@@H](CO)O)O)O)O)O)O)O